C(C)(C)OCC=1C=C(C=CC1OC)NC1=NC=C(C(=N1)NC=1C=CC2=C(NC(O2)=O)C1)C 5-(2-(3-(isopropoxymethyl)-4-methoxyphenylamino)-5-methylpyrimidin-4-ylamino)benzo[d]oxazol-2(3H)-one